2-Oxepanone O1C(CCCCC1)=O